N-(4-chlorophenyl)-3-[6-(cyclopropanecarbonylamino)-3-pyridyl]-N,7-dimethyl-benzimidazole-5-carboxamide ClC1=CC=C(C=C1)N(C(=O)C1=CC2=C(N=CN2C=2C=NC(=CC2)NC(=O)C2CC2)C(=C1)C)C